(((2-cyano-4-(trifluoromethyl)phenyl)sulfonyl)-difluoromethyl)-N-(pyridazin-4-yl)piperidine-1-carboxamide silver barium mercury iodide [Hg]I.[Ba].[Ag].C(#N)C1=C(C=CC(=C1)C(F)(F)F)S(=O)(=O)C(F)(F)C1N(CCCC1)C(=O)NC1=CN=NC=C1